methyl 2-[3-[4-[1-[4-[3-[(4-bromo-2-pyridyl)oxy]cyclobutoxy]-1-piperidyl] cyclopropyl]-1-piperidyl]isoxazol-5-yl]-3-methyl-butanoate BrC1=CC(=NC=C1)OC1CC(C1)OC1CCN(CC1)C1(CC1)C1CCN(CC1)C1=NOC(=C1)C(C(=O)OC)C(C)C